(3-methoxy-5-methylpyrazin-2-yl)-N-(methoxymethyl)-[1,1'-biphenyl]-2-sulfonamide COC=1C(=NC=C(N1)C)C1=C(C(=CC=C1)C1=CC=CC=C1)S(=O)(=O)NCOC